COC1=C(CNC(=O)C=2C=C3C(=C(N(C3=CC2)CC2=CC=C(C=C2)C=2C(=CC=CC2)C(=O)OC(C)(C)C)C)C)C=CC(=C1)OC tert-Butyl 4'-((5-(2,4-dimethoxybenzylcarbamoyl)-2,3-dimethyl-1H-indol-1-yl)methyl)biphenyl-2-carboxylate